C(C)OC=1C(=NC=2C(N1)=NON2)NC2=CC=C(C=C2)OC(F)(F)F 6-ETHOXY-N-(4-(TRIFLUOROMETHOXY)PHENYL)-[1,2,5]OXADIAZOLO[3,4-B]PYRAZIN-5-AMINE